CC1=NC=2N(C(=C1)NCC(C1CCNCC1)C1=CC=CC=C1)N=CN2 5-methyl-N-[2-phenyl-2-(4-piperidinyl)ethyl][1,2,4]triazolo[1,5-a]pyrimidin-7-amine